NC1(CC(C(=CC1)C1=CC=CC=C1)(C(F)(F)F)C(F)(F)F)N 4,4-diamino-2,2-bistrifluoromethyl-biphenyl